8-(4,4-dimethylcyclohexyl)-9-(4-((1-(3-fluoropropyl)azetidin-3-yl)methyl)phenyl)-6,7-dihydro-5H-benzo[7]annulene-3-carboxylic acid hydrochloride Cl.CC1(CCC(CC1)C=1CCCC2=C(C1C1=CC=C(C=C1)CC1CN(C1)CCCF)C=CC(=C2)C(=O)O)C